1-(4-((3-amino-6-methylisoxazolo[5,4-b]pyridin-4-yl)methyl)phenyl)-3-(4-ethylphenyl)urea NC1=NOC2=NC(=CC(=C21)CC2=CC=C(C=C2)NC(=O)NC2=CC=C(C=C2)CC)C